CC(=CCC1=C(C=C(C(=C1O)C1=CC=NN1C)CCCCC)O)CCC=C(C)C 2-(3,7-dimethylocta-2,6-dien-1-yl)-4-(1-methyl-1H-pyrazol-5-yl)-5-pentylbenzene-1,3-diol